BrC1=CC=C(O1)CCN1C(CSC12CCN(CC2)C(=O)OC(C)(C)C)=O tert-butyl 4-(2-(5-bromofuran-2-yl) ethyl)-3-oxo-1-thia-4,8-diazaspiro[4.5]decane-8-carboxylate